Cl.C1(CCCCC1)OC[C@H](N)C(=O)OCC1=CC(=NC(=C1)Cl)Cl (2,6-Dichloropyridin-4-yl)methyl O-cyclohexyl-L-serinate hydrochloride